[Si](C1=CC=CC=C1)(C1=CC=CC=C1)(C(C)(C)C)OC1CCN(CC1)C(=O)C1=NN=C(S1)C1=NC(=CC(=C1C(=O)N)C1=CC(=NC=C1OC)Cl)C (5-{4-[(tert-butyldiphenylsilyl)oxy]piperidine-1-carbonyl}-1,3,4-thiadiazol-2-yl)-2'-chloro-5'-methoxy-6-methyl-[4,4'-bipyridine]-3-carboxamide